2-methyl-5-morpholinylbenzo[d]oxazole CC=1OC2=C(N1)C=C(C=C2)N2CCOCC2